5-((4-(1-((1-(2-(2,6-dioxopiperidin-3-yl)-1,3-dioxoisoindolin-5-yl)pyrrolidine-3-yl)methyl)piperidin-4-yl)phenyl)amino)-3-((R)-3-hydroxypiperidin-1-yl)-1,2,4-triazine-6-Formamide O=C1NC(CCC1N1C(C2=CC=C(C=C2C1=O)N1CC(CC1)CN1CCC(CC1)C1=CC=C(C=C1)NC=1N=C(N=NC1C(=O)N)N1C[C@@H](CCC1)O)=O)=O